3-ethyl-6-(2-(2-methyl-6-(trifluoromethyl)pyrimidin-4-yl)-2,6-diazaspiro[3.4]octan-6-yl)-1-(tetrahydro-2H-pyran-2-yl)-1H-pyrazolo[3,4-d]pyrimidine C(C)C1=NN(C2=NC(=NC=C21)N2CC1(CN(C1)C1=NC(=NC(=C1)C(F)(F)F)C)CC2)C2OCCCC2